C1N(CCC12CNCC2)C2=C1C(=NC=C2)NC=C1C1=CN=NC=C1 4-(2,7-diazaspiro[4.4]nonan-2-yl)-3-pyridazin-4-yl-1H-pyrrolo[2,3-b]pyridine